FC=1C(=NC(=CC1)C)NC1CCC(CC1)OC1=C2C=C(C=NC2=CC(=N1)N1CCOCC1)NS(=O)(=O)C N-[5-[4-[(3-fluoro-6-methyl-2-pyridyl)amino]cyclohexoxy]-7-morpholino-1,6-naphthyridin-3-yl]methanesulfonamide